FC1=C(C=CC=C1C(F)(F)F)C(C(=O)N1CC2=C(CCC1)N=C(NC2=O)C2(CC2)C=2SC=CC2)O 6-(2-(2-fluoro-3-(trifluoromethyl)phenyl)-2-hydroxyacetyl)-2-(1-(thiophen-2-yl)cyclopropyl)-3,5,6,7,8,9-hexahydro-4H-pyrimido[5,4-c]azepin-4-one